CC(C(=O)O)(C)C1=CC(=CC=C1)C1[C@@H]2CN(C[C@H]12)C(=O)C1CC2(C1)NC(OC2)=O 2-methyl-2-(3-((1r,5s,6s)-3-((2s,4s)-6-oxo-7-oxa-5-azaspiro[3.4]octane-2-carbonyl)-3-azabicyclo[3.1.0]hexane-6-yl)phenyl)propanoic acid